2-ETHOXY-5-FLUOROPYRIDINE-4-BORONIC ACID C(C)OC1=NC=C(C(=C1)B(O)O)F